4,4'-(2,1,3-Benzothiadiazole-4,7-diyl)bis[benzoic acid] N=1SN=C2C1C(=CC=C2C2=CC=C(C(=O)O)C=C2)C2=CC=C(C(=O)O)C=C2